ClC1=NC=C(C(=N1)OC1=NC=2C=CC3=C(C2N=C1)C1=C(S3)C(N[C@@H](CN1)C)=O)CN1CCNCC1 (R)-3-((2-chloro-5-(piperazin-1-ylmethyl)pyrimidin-4-yl)oxy)-10-methyl-9,10,11,12-tetrahydro-8H-[1,4]diazepino[5',6':4,5]thieno[3,2-f]quinoxalin-8-one